butyl-xylose C(CCC)C(=O)[C@H](O)[C@@H](O)[C@H](O)CO